(S)-4-(cyclopropylethynyl)-4-(1,1-difluoroethyl)-7-((1,3-dimethyl-5-oxo-1,5-dihydro-4H-1,2,4-triazol-4-yl)methyl)-6-fluoro-3,4-dihydroquinazolin-2(1H)-one C1(CC1)C#C[C@@]1(NC(NC2=CC(=C(C=C12)F)CN1C(=NN(C1=O)C)C)=O)C(C)(F)F